COC1=CC=C(C=C1)[Si](OC)(OC)OC 1-methoxy-4-trimethoxysilylbenzene